C1(CC1)[C@@H]1OC2=C(C(=CC(=C2C=C1)CC=1C(=NC(=NC1)N)N)OC)OC (S)-5-[(2-cyclopropyl-7,8-dimethoxy-2H-chromen-5-yl)methyl]pyrimidine-2,4-diamine